(methoxymethyl)-durene COCCC=1C(C)=CC(C)=C(C)C1